COC(COCCOCCOCCOCCOCCOCCOCCOCCOCC1=CC=CC=C1)OC [2-[2-[2-[2-[2-[2-[2-(2,2-dimethoxyethoxy)ethoxy]ethoxy]ethoxy]ethoxy]ethoxy]ethoxy]ethoxy]ethoxymethylbenzene